CS(=O)(=O)C1=CC=C(OC[C@H]2C[C@H](N(C2)CCC2=C(C=CC=C2C#N)C#N)C)C=C1 2-[(2R,4S)-4-[(4-methanesulfonylphenoxy)methyl]-2-methylpyrrolidin-1-ylethyl]benzene-1,3-dicarbonitrile